N[C@H](C(=O)NC[C@H](C)NC(C1=C(C=C(C=C1)NC=1C=2N(C=CN1)C(=CN2)C2=C(C(=C(C=C2)OC2=NC=CC(=N2)C)F)F)CC)=O)CCNC(=N)N N-((S)-1-((S)-2-amino-4-guanidinobutanamido)propan-2-yl)-4-((3-(2,3-difluoro-4-((4-methylpyrimidin-2-yl)oxy)phenyl)imidazo[1,2-a]pyrazin-8-yl)amino)-2-ethylbenzamide